ClC1=C(C=C(C(=O)N2CCC3(CC2)CCC(CC3)CN3CCN(CC3)C(=O)OCC3C2=CC=CC=C2C=2C=CC=CC32)C=C1)N1C(NC(CC1)=O)=O (9H-Fluoren-9-yl)methyl 4-(((3-(4-chloro-3-(2,4-dioxotetrahydropyrimidin-1(2H)-yl)benzoyl))-3-azaspiro[5.5]undecan-9-yl)methyl)piperazine-1-carboxylate